OC1(CC=C(C(=O)OCC)C=C1)O ethyl 4,4-dihydroxybenzoate